The molecule is a 2-acyl-1-alkyl-sn-glycero-3-phosphocholine in which the alkyl and the acyl groups at positions 1 and 2 are specified as hexadecyl and 4-oxobutyl respectively. It derives from a 5-oxopentanoic acid and a hexadecan-1-ol. CCCCCCCCCCCCCCCCOC[C@H](COP(=O)([O-])OCC[N+](C)(C)C)OC(=O)CCCC=O